[Si](C)(C)(C(C)(C)C)OCCC(C)(C)NS(=O)(=O)C1=CC=C(C=C1)NC(C(CC(C)C)NC(C1=CC=C(C=C1)F)=O)=O N-(1-((4-(N-(4-((tert-butyldimethylsilyl)oxy)-2-methylbutan-2-yl)sulfamoyl)phenyl)amino)-4-methyl-1-oxopentan-2-yl)-4-fluorobenzamide